N-[(2S,3R,4S)-2-[(3'-chloro-2-fluoro[1,1'-biphenyl]-3-yl)methyl]-1-(cyclopropanecarbonyl)-4-fluoropyrrolidin-3-yl]ethanesulfonamide ClC=1C=C(C=CC1)C1=C(C(=CC=C1)C[C@@H]1N(C[C@@H]([C@@H]1NS(=O)(=O)CC)F)C(=O)C1CC1)F